2-[(3-{6-[(4-chloro-2-fluorophenoxy)methyl]-5-fluoropyridin-2-yl}-2,5-dihydro-1H-pyrrol-1-yl)methyl]-1-{[1-(cyanomethyl)cyclopropyl]methyl}-1H-1,3-benzodiazole-6-carboxylic acid ClC1=CC(=C(OCC2=C(C=CC(=N2)C=2CN(CC2)CC2=NC3=C(N2CC2(CC2)CC#N)C=C(C=C3)C(=O)O)F)C=C1)F